FC(N1N=CC(=C1)C1=CC(=C(COC2=CC=CC(=N2)C2CCN(CC2)CC2=NC3=C(N2CCOC)C=C(C=C3)C(=O)O)C=C1)F)F 2-((4-(6-((4-(1-(difluoromethyl)-1H-pyrazol-4-yl)-2-fluorobenzyl)oxy)pyridin-2-yl)piperidin-1-yl)methyl)-1-(2-methoxyethyl)-1H-benzo[d]imidazole-6-carboxylic acid